quinoline-4(1H)-carboxylate N1CC=C(C2=CC=CC=C12)C(=O)[O-]